2,3,9,9-tetramethylspiro[4.5]decan CC1CC2(CC1C)CCCC(C2)(C)C